C(#N)[C@@H](C[C@@H]1C(NCC1)=O)C12C(NCC2CC1)C(=O)N ((S)-1-cyano-2-[(3S)-2-oxopyrrolidin-3-yl]ethyl)-3-azabicyclo[3.2.0]heptane-2-carboxamide